C(CCCCCCC)N(CCCCCC(=O)N(CCCCCCCC)CCCCCCCC)CCCCCC(=O)N(CCCCCCCC)CCCCCCCC 6,6'-(Octylazanediyl)bis(N,N-dioctyl-hexanamide)